[Br-].C(#N)C=1SC2=C(N1)C=CC(=C2)OC2=C(C=C(OCC(=O)NCCCCCC[P+](C1=CC=CC=C1)(C1=CC=CC=C1)C1=CC=CC=C1)C=C2)O (6-(2-(4-((2-cyanobenzo[d]thiazol-6-yl)oxy)-3-hydroxyphenoxy)acetamido)hexyl)triphenylphosphonium bromide